3-iodo-5-((2-methoxyethyl)amino)benzoic acid methyl ester COC(C1=CC(=CC(=C1)NCCOC)I)=O